(2-(4-acetamidophenyl)-6-fluoroquinolin-4-yl) methacrylate C(C(=C)C)(=O)OC1=CC(=NC2=CC=C(C=C12)F)C1=CC=C(C=C1)NC(C)=O